[4-[3-[2-(4,4-difluoro-1-piperidinyl)ethoxy]pyrrolidin-1-yl]pyrrolo[2,1-f][1,2,4]triazin-6-yl]-1H-pyrimidine-2,4-dione FC1(CCN(CC1)CCOC1CN(CC1)C1=NC=NN2C1=CC(=C2)N2C(NC(C=C2)=O)=O)F